(1s,3s)-3-(tosyloxy)cyclobutanecarboxylic acid S(=O)(=O)(C1=CC=C(C)C=C1)OC1CC(C1)C(=O)O